N-ethyl-6-((5-(2-hydroxypropan-2-yl)pyridin-2-yl)amino)-4-((3-(methylthio)pyridin-2-yl)amino)pyridazine-3-carboxamide C(C)NC(=O)C=1N=NC(=CC1NC1=NC=CC=C1SC)NC1=NC=C(C=C1)C(C)(C)O